F[C@@H]1[C@@H](C1)N1C(C(=CC=C1)NC(=O)C1=CC=2C(N=C1OC(C)C)=NN(C2)C21COC(C2)(C1)C)=O N-[1-[(1r,2s)-2-fluorocyclopropyl]-2-oxo-3-pyridinyl]-6-isopropoxy-2-(1-methyl-2-oxabicyclo[2.1.1]hex-4-yl)pyrazolo[3,4-b]pyridine-5-carboxamide